C(CCC)C1(N(C(N2C1=CC=1C=CC=CC21)=O)OCC)C#CCCC2=CC=CC=C2 1-butyl-2-ethoxy-1-(4-phenylbut-1-yn-1-yl)-1,2-dihydro-3H-imidazo[1,5-a]indol-3-one